CN1CSCCC1 3-methyl-1,3-thiazinane